ClC1=C(C=C2C(=NC(N3C2=C1SC[C@@H]3COC)=O)N3C[C@@H](N([C@@H](C3)C)C(=O)OC(C)(C)C)C)C(F)(F)F tertbutyl (2S,6R)-4-((S)-10-chloro-3-(methoxymethyl)-5-oxo-9-(trifluoromethyl)-2,3-dihydro-5H-[1,4]thiazino[2,3,4-ij]quinazolin-7-yl)-2,6-dimethylpiperazine-1-carboxylate